3-[(3-Acrylamidopropyl) dimethylammonio]propane-1-sulfonate C(C=C)(=O)NCCC[N+](CCCS(=O)(=O)[O-])(C)C